C1(=CC=CC=C1)[C@H]1NCCC1 (S)-2-phenylpyrrolidine